FC=1C=CC=C2C(NN=C(C12)C1=CC2=C(NC(=N2)NC(OC)=O)C=C1)=O Methyl (5-(8-fluoro-4-oxo-3,4-dihydrophthalazin-1-yl)-1H-benzimidazol-2-yl)carbamate